3-[2-(1-cyclohexen-1-yl)ethyl]-6,7-dimethoxy-4-oxo-3,4-dihydro-2-quinazolinyl-(sulfanyl)-N-(4-ethylphenyl)butanamide C1(=CCCCC1)CCC(C(C(=O)NC1=CC=C(C=C1)CC)(C1=NC2=CC(=C(C=C2CN1)OC)OC)S)C=O